1-(3-chloro-7-methoxyquinolin-6-yl)ethan-1-one ClC=1C=NC2=CC(=C(C=C2C1)C(C)=O)OC